C(C)(C)(C)OOC(C)(C)C Di-t-butylperoxid